tris[2,4-di-tert-butylphenyl]-phosphite C(C)(C)(C)C1=C(C=CC(=C1)C(C)(C)C)OP(OC1=C(C=C(C=C1)C(C)(C)C)C(C)(C)C)OC1=C(C=C(C=C1)C(C)(C)C)C(C)(C)C